FC(CC(C(=O)NC1=NC=CC(=C1)C1=CC=2C(N(CCC2N1)C)=O)C1=CC=C(C=C1)F)F 4,4-difluoro-2-(4-fluorophenyl)-N-[4-(5-methyl-4-oxo-4,5,6,7-tetrahydro-1H-pyrrolo[3,2-c]-pyridin-2-yl)pyridin-2-yl]butanamide